3-methyl-5-(((1-(methylsulfonyl)cyclobutyl)methyl)amino)-8-(4-(trifluoromethyl)phenyl)pyrido[4,3-d]pyrimidin-4(3H)-one CN1C=NC2=C(C1=O)C(=NC=C2C2=CC=C(C=C2)C(F)(F)F)NCC2(CCC2)S(=O)(=O)C